O=C1N(C=CC=C1)C(=S)N1C(C=CC=C1)=O 1-(2-oxopyridine-1-thiocarbonyl)pyridin-2-one